CC1=CC=C(C=C1)S(=O)(=O)OCCOCCOCCOCCOCCOCCOCCNS(=O)(=O)C1=CC=C(C=C1)[N+](=O)[O-] 2-[2-[2-[2-[2-[2-[2-[(4-nitrophenyl)sulfonylamino]ethoxy]ethoxy]ethoxy]ethoxy]ethoxy]ethoxy]ethyl 4-methylbenzenesulfonate